2-(bis(2-chloroethyl)amino)-1,3,2-oxazaphosphinane ClCCN(P1OCCCN1)CCCl